5-chloro-6-fluoro-1-(tetrahydro-2H-pyran-2-yl)-4-(4,4,5,5-tetramethyl-1,3,2-dioxaborolan-2-yl)-1H-indazole tert-butyl-(((1R,5S,6r)-3-azabicyclo[3.1.0]hexan-6-yl)methyl)carbamate C(C)(C)(C)N(C(O)=O)CC1[C@H]2CNC[C@@H]12.ClC=1C(=C2C=NN(C2=CC1F)C1OCCCC1)B1OC(C(O1)(C)C)(C)C